N1C(CCC2=CC=CC=C12)N tetrahydroquinoline-amine